ethylene glycol-bis(sulfosuccinimidyl succinate) S(=O)(=O)(O)C(C(=O)O)(CC(=O)O)N1C(CCC1=O)=O.S(=O)(=O)(O)C(C(=O)O)(CC(=O)O)N1C(CCC1=O)=O.C(CO)O